C(C=C)(=O)OC1CCCCC1 acryloyloxycyclohexane